CC1=NN2C(N(CCC2)C(CCC(=O)NC=2C=NC(=CC2)C=2C=C(C=CC2)C)=O)=C1 4-(2-methyl-6,7-dihydropyrazolo[1,5-a]pyrimidin-4(5H)-yl)-4-oxo-N-(6-(m-tolyl)pyridin-3-yl)butanamide